(1S)-2,2-difluoro-1-[1-(2,2,2-trifluoroethyl)indazol-6-yl]ethanol FC([C@@H](O)C1=CC=C2C=NN(C2=C1)CC(F)(F)F)F